3,6-dioxaoctanoic acid C(COCCOCC)(=O)O